BrCC(=O)C=1SC=CC1 2-bromo-1-(thiophene-2-yl)-ethanone